(1S,2R)-2-(cyclohexen-1-yl)-1-[4-[4-(dimethoxymethyl)-1-piperidyl]phenyl]tetralin-6-ol C1(=CCCCC1)[C@H]1[C@H](C2=CC=C(C=C2CC1)O)C1=CC=C(C=C1)N1CCC(CC1)C(OC)OC